O1C(=CC=C1)C1=CC(=NC(=N1)SC)N1N=NC2=C1C=CC(=C2)OC=2C=NN(C2)C(=O)OC(C)(C)C tert-butyl 4-([1-[6-(furan-2-yl)-2-(methylsulfanyl)pyrimidine-4-yl]-1,2,3-benzotriazol-5-yl]oxy)pyrazole-1-carboxylate